2-[[3-[4-[[4-[3-(2,4-dihydroxy-5-isopropyl-phenyl)-5-(ethylcarbamoyl)-1,2,4-triazol-4-yl]phenyl]methyl]piperazin-1-yl]-2-fluoro-3-oxo-propyl]carbamoyloxy]propanoic acid OC1=C(C=C(C(=C1)O)C(C)C)C1=NN=C(N1C1=CC=C(C=C1)CN1CCN(CC1)C(C(CNC(=O)OC(C(=O)O)C)F)=O)C(NCC)=O